(R)-2-(4-methylthiazol-5-yl)but-3-yn-2-ol CC=1N=CSC1[C@@](C)(C#C)O